NCC=1C=NN(C1)C1=C(C=C(C=C1)NC(=O)C=1C=NN(C1C(F)(F)F)C1=C2C=CC=NC2=CC=C1)C N-(4-(4-(Aminomethyl)-1H-pyrazol-1-yl)-3-methylphenyl)-1-(chinolin-5-yl)-5-(trifluoromethyl)-1H-pyrazol-4-carboxamid